(3S)-3-[(1R)-1-[(3-bromophenyl)methyl]-2-tert-butoxy-2-oxoethyl]pyrrolidine-1-carboxylic acid tert-butyl ester C(C)(C)(C)OC(=O)N1C[C@@H](CC1)[C@H](C(=O)OC(C)(C)C)CC1=CC(=CC=C1)Br